ClC=1N=C(C2=C(N1)NC=C2)C2=CC=C(C=C2)C=O 2-Chloro-4-(4-formylphenyl)-7H-pyrrolo[2,3-d]pyrimidine